1-(5-fluoro-1-methyl-6-(1-(3-((4-((5-(trifluoromethyl)pyrimidin-2-yl)amino)-piperidin-1-yl)sulfonyl)benzyl)piperidin-4-yl)-1H-indazol-3-yl)dihydropyrimidine-2,4(1H,3H)-dione FC=1C=C2C(=NN(C2=CC1C1CCN(CC1)CC1=CC(=CC=C1)S(=O)(=O)N1CCC(CC1)NC1=NC=C(C=N1)C(F)(F)F)C)N1C(NC(CC1)=O)=O